(2R,3R,4S,5S)-2-(4-Amino-7H-pyrrolo[2,3-d]pyrimidin-7-yl)-5-((((1-methyl-2,4-diphenyl-1H-imidazol-5-yl)methyl)thio)methyl)tetrahydrofuran-3,4-diol NC=1C2=C(N=CN1)N(C=C2)[C@@H]2O[C@@H]([C@H]([C@H]2O)O)CSCC2=C(N=C(N2C)C2=CC=CC=C2)C2=CC=CC=C2